tert-butyl 4-(4-(trifluoromethyl)pyridin-2-yl)piperazine-1-carboxylate FC(C1=CC(=NC=C1)N1CCN(CC1)C(=O)OC(C)(C)C)(F)F